C12C=3N4CCNC(C4=CC3C(CC1)C2)=O 3,6-Diazatetracyclo[9.2.1.02,10.03,8]tetradeca-2(10),8-dien-7-one